2-(4-methylbenzyl)-2-dimethylamino-1-[4-(4-morpholinyl)phenyl]-1-butanone CC1=CC=C(CC(C(=O)C2=CC=C(C=C2)N2CCOCC2)(CC)N(C)C)C=C1